glycylglycine 2,5-dioxopyrrolidin-1-yl ester O=C1N(C(CC1)=O)OC(CNC(CN)=O)=O